tetra-tert-butyl 2,2',2'',2'''-((2S,5S,8S,11S)-2,5,8,11-tetrabenzyl-1,4,7,10-tetraazacyclododecane-1,4,7,10-tetrayl)tetraacetate C(C1=CC=CC=C1)[C@@H]1N(C[C@@H](N(C[C@@H](N(C[C@@H](N(C1)CC(=O)OC(C)(C)C)CC1=CC=CC=C1)CC(=O)OC(C)(C)C)CC1=CC=CC=C1)CC(=O)OC(C)(C)C)CC1=CC=CC=C1)CC(=O)OC(C)(C)C